[8-[N-[2-[3-(tert-butoxycarbonylamino)-propoxy]ethyl]-3-chloro-4-fluoro-anilino]-1,5-naphthyridin-2-yl] trifluoromethanesulfonate FC(S(=O)(=O)OC1=NC2=C(C=CN=C2C=C1)N(C1=CC(=C(C=C1)F)Cl)CCOCCCNC(=O)OC(C)(C)C)(F)F